[(2S,3S,4R,5R)-4-acetoxy-3-benzyloxy-2-(benzyloxymethyl)-5-(6-oxo-1H-purin-9-yl)-tetrahydrofuran-2-yl]methyl acetate C(C)(=O)OC[C@@]1(O[C@H]([C@@H]([C@@H]1OCC1=CC=CC=C1)OC(C)=O)N1C=2N=CNC(C2N=C1)=O)COCC1=CC=CC=C1